6-[7-tert-butyl-3-(5-methylisoxazol-3-yl)-[1,2,4]triazolo[4,3-b]pyridazin-6-yloxymethyl]-N-(tetrahydro-pyran-4-yl)-nicotinamide C(C)(C)(C)C1=CC=2N(N=C1OCC1=NC=C(C(=O)NC3CCOCC3)C=C1)C(=NN2)C2=NOC(=C2)C